ClC=1C(=NC2=CC(=C(C=C2C1N[C@@H](C)C=1C=NC=NC1)C=1C=CC(=NC1)P(C)(C)=O)F)C (S)-(5-(3-chloro-7-fluoro-2-methyl-4-((1-(pyrimidin-5-yl)ethyl)amino)quinolin-6-yl)pyridin-2-yl)dimethylphosphine oxide